β-(4-pyridinyl)alanine N1=CC=C(C=C1)C[C@H](N)C(=O)O